ClC(=O)C1=C(C=NN1C)C(=O)OC methyl 5-(chlorocarbonyl)-1-methyl-1H-pyrazole-4-carboxylate